N[C@@H](C(=O)OC1CCCCC1)CNC(=O)C1=CC2=NC=CC(=C2S1)C cyclohexyl (R)-2-amino-3-(7-methylthieno[3,2-b]pyridine-2-carboxamido)propanoate